(4-chlorophenyl)-6-(4-(2-ethoxyphenyl)piperazin-1-yl)-2-(pyridin-3-yl)pyrimidine ClC1=CC=C(C=C1)C1=NC(=NC(=C1)N1CCN(CC1)C1=C(C=CC=C1)OCC)C=1C=NC=CC1